5-(4-((6-Cyclopentyl-1,4-dioxan-2-yl)methoxy)phenyl)-2-oxo-6-(trifluoromethyl)-1,2-dihydropyridin-3-carboxamide C1(CCCC1)C1COCC(O1)COC1=CC=C(C=C1)C=1C=C(C(NC1C(F)(F)F)=O)C(=O)N